N1(CCCCC1)C1=C(C=CC=C1)N1S(C2=C(C1)C(=CC=C2)F)(=O)=O N-(2-(Piperidin-1-yl)phenyl)-4-fluorobenzo[d]isothiazol-1,1-dioxide